cholest-5-en CC(C)CCC[C@@H](C)[C@H]1CC[C@H]2[C@@H]3CC=C4CCCC[C@]4(C)[C@H]3CC[C@]12C